ClCC(=O)NC(NC=1C=NC=CC1)=O 2-chloro-N-(pyridin-3-ylcarbamoyl)acetamide